6-bromo-3-ethyl-2-(1-(4-ethyl-1,4-diazepan-1-yl)butyl)pyrido[2,3-d]pyrimidin-4(3H)-one BrC1=CC2=C(N=C(N(C2=O)CC)C(CCC)N2CCN(CCC2)CC)N=C1